3-(1-(2-(2,6-dioxopiperidin-3-yl)-1,3-dioxoisoindolin-5-yl)piperidin-4-yl)propanal diethyl-phosphonate C(C)OP(OCC)=O.O=C1NC(CCC1N1C(C2=CC=C(C=C2C1=O)N1CCC(CC1)CCC=O)=O)=O